COC(=O)C1=CC=2C(=NN(N2)C=2C(=CC3=C(OCO3)C2)O)C=C1 6-(5-methoxycarbonyl-2H-benzotriazol-2-yl)benzo[1,3]dioxol-5-ol